C(C1=CC=CC=C1)OC(=O)N1CCNCCC1 1,4-diazepan-1-carboxylic acid benzyl ester